benzyl 2,2-bis(hydroxymethyl)propionate OCC(C(=O)OCC1=CC=CC=C1)(C)CO